3-{4-[(2-amino-4-pyrimidinyl)oxy]-3-ethylphenyl}-1-[4-fluoro-3-(trifluoromethoxy)phenyl]-4-hydroxy-2-imidazolidinone NC1=NC=CC(=N1)OC1=C(C=C(C=C1)N1C(N(CC1O)C1=CC(=C(C=C1)F)OC(F)(F)F)=O)CC